BrC1=NN(C(=N1)OC1=CC(=CC=C1)C(F)(F)F)CC(F)(F)F 3-bromo-1-(2,2,2-trifluoroethyl)-5-(3-(trifluoromethyl)phenoxy)-1H-1,2,4-triazole